FC=1C=C(COC2OC3=C(O2)C=CC=C3C=O)C=CC1 (3-Fluorobenzyloxy)benzo[d][1,3]dioxole-4-carbaldehyde